behenyl-endo-di-hydroxyethyl-amine C(CCCCCCCCCCCCCCCCCCCCC)NCC(O)O